N(=[N+]=[N-])C1=C(C(=C(C(=O)OCCOC(C2=C(C(=C(C(=C2F)F)N=[N+]=[N-])F)F)=O)C(=C1F)F)F)F ethylene glycol bis(4-azido-2,3,5,6-tetrafluorobenzoate)